COC(CC[C@@H](C(=O)O)NC(=O)C1=CC=C(NCC2CNC=3N=C(N)NC(=O)C3N2)C=C1)=O Methyl-Tetrahydrofolat